(2R,3R,5R)-5-(2-amino-6-thioxo-1,6-dihydro-9H-purin-9-yl)-4,4-difluoro-2-(hydroxymethyl)tetrahydrofuran-3-yl isobutyrate C(C(C)C)(=O)O[C@@H]1[C@H](O[C@H](C1(F)F)N1C=2N=C(NC(C2N=C1)=S)N)CO